5-isobutyl-3,7-dimethyloct-5-en-1-yl acetate C(C)(=O)OCCC(CC(=CC(C)C)CC(C)C)C